4-amino-1-(4-((2-cyclopropoxy-5-fluorobenzamido)methyl)phenyl)-3-isopropyl-1H-pyrazole-5-carboxamide NC=1C(=NN(C1C(=O)N)C1=CC=C(C=C1)CNC(C1=C(C=CC(=C1)F)OC1CC1)=O)C(C)C